CCOC(=O)C(=O)NC1=CC(=C(C(=C1)C)OC2=CC(=C(C=C2)O)C(C3=CC=C(C=C3)F)O)C ethyl (+-)-((4-(3-((4-fluorophenyl)hydroxymethyl)-4-hydroxyphenoxy)-3,5-dimethylphenyl)amino)oxoacetate